(S)-1-(4-((5-(2-(2-aminopyridin-3-yl)-5-(1H-pyrazol-1-yl)-3H-imidazo[4,5-b]pyridin-3-yl)-3,3-difluoro-2,3-dihydro-1H-inden-1-yl)amino)piperidin-1-yl)prop-2-en-1-one NC1=NC=CC=C1C1=NC=2C(=NC(=CC2)N2N=CC=C2)N1C=1C=C2C(C[C@@H](C2=CC1)NC1CCN(CC1)C(C=C)=O)(F)F